C[C@@H]1CCN2C(O1)=C(C(=N2)C2=CC=CC=C2)C(=O)N[C@@H]2C(NC1=C(C(=N2)C2=CC=CC=C2)C=CC=C1F)=O (5R)-5-Methyl-2-phenyl-N-[(3S)-9-fluoro-2-oxo-5-phenyl-1,3-dihydro-1,4-benzodiazepin-3-yl]-6,7-dihydro-5H-pyrazolo[5,1-b][1,3]oxazine-3-carboxamide